ClC=1C(=C(C=CC1)NC=1C2=C(N=CN1)C=CC(=N2)N2CC(C2)NC(C#CC)=O)F N-(1-(4-((3-chloro-2-fluorophenyl)amino)pyrido[3,2-d]pyrimidin-6-yl)azetidin-3-yl)but-2-ynamide